2-[2-(aminomethyl)-3,3-difluoro-allyl]-4-(6-bromo-2-pyridyl)-1,2,4-triazol-3-one NCC(CN1N=CN(C1=O)C1=NC(=CC=C1)Br)=C(F)F